benzyl 3-(4-fluoro-2-(methoxymethyloxy) phenyl)-3-hydroxypyrrolidone-1-carboxylate FC1=CC(=C(C=C1)C1(C(N(CC1)C(=O)OCC1=CC=CC=C1)=O)O)OCOC